7-methyl-3-(2-morpholinoethyl)-3,7,8,9-tetrahydro-6H-imidazo[4,5-f]quinoline-6-carboxylate CC1N(C2=CC=C3C(=C2CC1)N=CN3CCN3CCOCC3)C(=O)[O-]